C(C1CO1)OC1=CC=C(C=C1)CCC p-(2,3-epoxypropoxy)phenylpropane